3-(3,4-dimethoxyphenyl)-2,5-dimethyl-N-(4-pyridylmethyl)pyrazolo[1,5-a]pyrimidin-7-amine COC=1C=C(C=CC1OC)C=1C(=NN2C1N=C(C=C2NCC2=CC=NC=C2)C)C